[N+](=O)([O-])C1=C(C=C(C=C1)NCCCCCCCC)N 4-Nitro-N1-octylbenzene-1,3-diamine